ClC=1C=C(C=CC1)C=1C=CC=2N=C(N=C(C2N1)N)[2H] 6-(3-chlorophenyl)pyrido[3,2-d]pyrimidin-2-d-4-amine